N-([1,1'-biphenyl]-2-yl)naphthalene-1-amine C1(=C(C=CC=C1)NC1=CC=CC2=CC=CC=C12)C1=CC=CC=C1